FC(OC1=CC=C(C=C1)C(C)N1C[C@@H](N(C[C@H]1C)C1=C(C(N(C=2C=CC(=NC12)C#N)C)=O)C#N)C)F 8-((2S,5R)-4-(1-(4-(difluoromethoxy)phenyl)ethyl)-2,5-dimethylpiperazin-1-yl)-5-methyl-6-oxo-5,6-dihydro-1,5-naphthyridine-2,7-dicarbonitrile